4-(3-methyl-butoxy)-1-cyclohexene CC(CCOC1CC=CCC1)C